BrC1=C(C(=CC(=C1)Cl)F)N1CC(CN(S1(=O)=O)CC(=O)NC1C2CC3(CC(CC1C3)C2)C(=O)N)=C 4-(2-(6-(2-bromo-4-chloro-6-fluorophenyl)-4-methylene-1,1-dioxido-1,2,6-thiadiazinane-2-yl)acetamido)adamantane-1-carboxamide